C(C1=CC=CC=C1)C1(CCC(CC1)(N(C)C)C1=CC=C(C=C1)Br)O 1-benzyl-4-(4-bromophenyl)-4-dimethylamino-cyclohexanol